CC1=NC=CC(=C1)C1=NC=C(C=C1C)CNC1=NN=C2N1C=NC(=C2)N2CC(N(CC2)C)=O 4-(3-(((2',3-dimethyl-[2,4'-bipyridin]-5-yl)methyl)amino)-[1,2,4]triazolo[4,3-c]pyrimidin-7-yl)-1-methylpiperazin-2-one